Methyl (S)-4-(1-(1-(4-(3-hydroxypropyl)-3-(trifluoromethyl)benzyl)-6-(trifluoromethyl)-2,3-dihydro-1H-imidazo[1,2-b]pyrazole-7-carboxamido)ethyl)benzoate OCCCC1=C(C=C(CN2CCN3N=C(C(=C32)C(=O)N[C@@H](C)C3=CC=C(C(=O)OC)C=C3)C(F)(F)F)C=C1)C(F)(F)F